BrP(C1=CC=CC=C1)(C1=CC=CC=C1)(C1=CC=CC=C1)CC1=C(C=CC(=C1)[N+](=O)[O-])O 2-((bromotriphenylphosphoranyl)methyl)-4-nitrophenol